COC1=[N+](C2=CC=CC=C2C=C1C=O)[O-] methoxyquinoline-3-formaldehyde-N-oxide